2-[3-(4-Chloro-3-isopropyloxyphenyl)-1-methyl-1H-1,2,4-triazol-5-yl]-N-[(3,5-dichlorophenyl)methyl]acetamid ClC1=C(C=C(C=C1)C1=NN(C(=N1)CC(=O)NCC1=CC(=CC(=C1)Cl)Cl)C)OC(C)C